Aluminum-Molybdenum-Vanadium-Zirconium [Zr].[V].[Mo].[Al]